(1R,2S,5R)-1-amino-2-((2-amino-acetamido)methyl)-5-(2-boronoethyl)cyclohexane-1-carboxylic acid N[C@]1([C@@H](CC[C@H](C1)CCB(O)O)CNC(CN)=O)C(=O)O